(-)-6-(2,4-Dimethyl-phenyl)-2-pyridin-2-yl-5,6,7,8-tetrahydro-2H-phthalazin-1-one CC1=C(C=CC(=C1)C)C1CC=2C=NN(C(C2CC1)=O)C1=NC=CC=C1